ClC=1C(=C(CN2CCC(CC2)(C(=O)O)CC2=NC(=C(C(=C2F)C)F)NC2=NNC(=C2)C)C=CC1)F 1-(3-chloro-2-fluorobenzyl)-4-((3,5-difluoro-4-methyl-6-((5-meth-yl-1H-pyrazol-3-yl)amino)pyridin-2-yl)methyl)piperidine-4-carboxylic acid